O1C=NC=C1C1=CC2=C(N=C(S2)NC2=NC=CC(=C2)N2CCN(CC2)CCOC)C=C1 2-((6-(oxazol-5-yl)benzo[d]thiazol-2-yl)amino)-4-(4-(2-methoxyethyl)piperazin-1-yl)pyridine